N-(2,4-dinitrophenyl)-6-aminocaproic acid N-succinimidyl ester C1CC(=O)N(C1=O)OC(=O)CCCCCNC2=C(C=C(C=C2)[N+](=O)[O-])[N+](=O)[O-]